ClC=1C(=C(C=C(C1)Cl)O)C=1N=NC(=CC1)N1C[C@H](CCC1)CO 3,5-dichloro-2-[6-[(3S)-3-(hydroxymethyl)-1-piperidyl]pyridazin-3-yl]phenol